(trans-3-(imidazo[4,5-d]pyrrolo[2,3-b]pyridin-1(6H)-yl)cyclobutyl)carbamic acid tert-butyl ester C(C)(C)(C)OC(N[C@@H]1C[C@H](C1)N1C=NC=2C1=C1C(=NC2)NC=C1)=O